2,2-Azobis[2-(2-imidazolin-2-yl)propane] CC(C)(C1=NCCN1)N=NC(C)(C)C2=NCCN2